(2R,3S)-2-(3-(5-chloro-7-(3,6-dihydro-2H-pyran-4-yl)-1H-benzo[d]imidazol-1-yl)propyl)piperidin-3-ol ClC1=CC2=C(N(C=N2)CCC[C@H]2NCCC[C@@H]2O)C(=C1)C=1CCOCC1